Chromium bisglycinate NCC(=O)[O-].NCC(=O)[O-].[Cr+2]